C1(=CC=C(C=C1)CC(=O)N1C[C@@H](CC[C@@H]1C)C(=O)O)C1=CC=CC=C1 (3R,6S)-1-(2-([1,1'-biphenyl]-4-yl)acetyl)-6-methylpiperidine-3-carboxylic acid